C1(=C(C(=C(C(=C1[2H])[2H])[2H])[2H])[2H])C1C(NC(C(N1)=O)=C([2H])C=1N=CNC1C(C=C)(C)C)=O 3-(phenyl-2,3,4,5,6-d5)-methylene-6-((5-(tert-butyl)-1H-imidazol-4-yl)methylene-d)piperazine-2,5-dione